C(=O)(OC(C)(C)C)N1CCC(=CC1)B1OC(C)(C)C(C)(C)O1 1-Boc-3,6-dihydro-2H-pyridine-4-boronic acid pinacol ester